ClC1=C(C(=NC=C1)C1=NC=CC=C1)C1=NC=CC=C1 4'-chloro-terpyridine